17-(2-(4-(2-(2-(2-(bis(2-hydroxyhexadecyl)amino)ethoxy)ethoxy)ethyl)piperazin-1-yl)ethyl)-26-(2-hydroxyhexadecyl)-20,23-dioxa-17,26-diazadotetracontane-15,28-diol OC(CN(CCOCCOCCN1CCN(CC1)CCN(CC(CCCCCCCCCCCCCC)O)CCOCCOCCN(CC(CCCCCCCCCCCCCC)O)CC(CCCCCCCCCCCCCC)O)CC(CCCCCCCCCCCCCC)O)CCCCCCCCCCCCCC